S1C2=C(C=C1C1=NC(=NC(=N1)C1=CC=CC=C1)C1=CC(=CC=C1)C1(C3=CC=CC=C3C=3C=CC=CC13)C1=CC=CC=C1)C=CC=C2 (benzo[b]thiophen-2-yl)-4-phenyl-6-(3-(9-phenyl-9H-fluoren-9-yl)phenyl)-1,3,5-triazine